FC1=C(C(=CC(=C1)OC1CN(C1)CCCF)F)[C@H]1N([C@@H](CC2=CC(=CC=C12)C(=O)OC)C)CC(C)(F)F Methyl (1S,3R)-1-(2,6-difluoro-4-((1-(3-fluoropropyl)azetidin-3-yl)oxy)phenyl)-2-(2,2-difluoropropyl)-3-methyl-1,2,3,4-tetrahydroisoquinoline-6-carboxylate